C1=CC=C2C(=C1)C=CC(=O)O2 α-benzopyrone